1,4-di(β-hydroxyethoxy)-benzene OCCOC1=CC=C(C=C1)OCCO